C12COCC(CC1)N2C(=O)N2CCC(CC2)=C(C#N)C2=CC=C(C=C2)F 2-(1-(3-oxa-8-azabicyclo[3.2.1]octane-8-carbonyl)piperidin-4-ylidene)-2-(4-fluorophenyl)acetonitrile